5-(3-oxobenzo[d][1,2]selenazol-2(3H)-yl)-1-phenyl-1H-pyrazole-4-carbonitrile O=C1N([Se]C2=C1C=CC=C2)C2=C(C=NN2C2=CC=CC=C2)C#N